CC1(CC(=C(CO1)C(=O)OC)OS(=O)(=O)C(F)(F)F)C methyl 6,6-dimethyl-4-(((trifluoromethyl) sulfonyl) oxy)-5,6-dihydro-2H-pyran-3-carboxylate